(S)-4-(3-fluoro-4-(4,4,5,5-tetramethyl-1,3,2-dioxaborolan-2-yl)phenyl)-2-isopropylmorpholine FC=1C=C(C=CC1B1OC(C(O1)(C)C)(C)C)N1C[C@@H](OCC1)C(C)C